tert-butyl 2',6'-dichloro-5,6-dihydro-[3,4'-bipyridine]-1(2H)-carboxylate ClC1=NC(=CC(=C1)C=1CN(CCC1)C(=O)OC(C)(C)C)Cl